[Cl-].N1N=NC2=CC=CC=C12 Aza-indazole chloride